N[C@@H]1[C@@H](N(CC1(F)F)C(=O)OC(C)(C)C)CC=1C(=C(C=CC1)C1=CC=CC=C1)F tert-butyl (2S,3R)-3-amino-4,4-difluoro-2-((2-fluoro-[1,1'-biphenyl]-3-yl)methyl)pyrrolidine-1-carboxylate